5-(2-Ethyl-6-fluorophenyl)-3-(2-methyl-1,2,3,4-tetrahydroisochinolin-7-yl)-1H-pyrazolo[4,3-c]pyridazin-6(5H)-on C(C)C1=C(C(=CC=C1)F)N1N=C2C(=CC1=O)NN=C2C2=CC=C1CCN(CC1=C2)C